O(S(=O)(=O)C(F)(F)F)C1=C(C(=CC2=CC=CC=C12)OC)C 3-methoxy-2-methylnaphthalen-1-yl triflate